C(C)OC(=O)C=1C=C(C=2C3=CC=C(C=4C(=CC(=C(C5=CC=C(C1C52)C(=O)O)C43)O)C(=O)O)C(=O)O)O 1,7-dihydroxy-3,4,9,10-perylenetetracarboxylic acid ethyl ester